C(CC)(=O)OC1=CC(=C(C(=C1)C(C)(C)C)O)C(C)(C)C 3,5-bis(1,1-dimethylethyl)-4-hydroxyphenyl propionate